ClC=1C=C(C(=O)N)C=C(C1)C1=NC=CC=C1CCCOCCC 3-chloro-5-{[(2-propoxyethyl)methyl]pyridin-2-yl}benzamide